CC1CCC(CC1)CC(=O)OCC(COC(CC1CCC(CC1)C)=O)(C)COCC1=CC=CC=C1 2-((benzyloxy)methyl)-2-methylpropane-1,3-diyl bis(2-(4-methylcyclohexyl) acetate)